2-(2,6-Dioxo-piperidin-3-yl)-4-fluoroisoindoline-1,3-dione O=C1NC(CCC1N1C(C2=CC=CC(=C2C1=O)F)=O)=O